O1C(=CC2=C1C=CC=C2)C(=O)N[C@H](C(=O)NC=2C(N(C=CC2)CC(=O)NC2C1CC3CC(CC2C3)C1)=O)CCC(C(=O)NC1=CC=CC=C1)=O (S)-2-(benzofuran-2-carboxamido)-N1-(1-(2-(2-adamantylamino)-2-oxoethyl)-2-oxo-1,2-dihydropyridin-3-yl)-5-oxo-N6-phenylhexanediamide